5-(2-Morpholinoethyl)-4-(trifluoromethyl)pyridin-2(1H)-one O1CCN(CC1)CCC=1C(=CC(NC1)=O)C(F)(F)F